N-benzyl-4-bromo-N-(2-hydroxyethyl)-6-oxo-1,6-dihydropyridine-2-carboxamide C(C1=CC=CC=C1)N(C(=O)C=1NC(C=C(C1)Br)=O)CCO